C1(CCCC1)N1C(C=CC(=C1)C1=NC(=NC=C1)NC1=NC=C(C=C1)N1CCCCC1)=O cyclopentyl-5-(2-(5-(piperidin-1-yl)pyridin-2-yl)aminopyrimidin-4-yl)-pyridin-2(1H)-one